C=1(C(=CC=CC1)OC(C(=O)[O-])CCCCCCCCCCCC)C1=CC=CC=C1.[Na+] sodium α-biphenyloxytetradecanoate